NC=1C(=NC(=C(N1)C=1OC=CN1)C1=CN(C(C=C1)=O)C)C(=O)NCC1=NC(=CC=C1)OC 3-amino-N-((6-methoxypyridin-2-yl)methyl)-6-(1-methyl-6-oxo-1,6-dihydropyridin-3-yl)-5-(oxazol-2-yl)pyrazine-2-carboxamide